N-(4-(4-amino-7-(1-isobutyrylpiperidin-4-yl)pyrrolo[2,1-f][1,2,4]triazin-5-yl)phenyl)-5-bromo-6-(methoxymethyl)-2-oxo-1-phenyl-1,2-dihydropyridine-3-carboxamide NC1=NC=NN2C1=C(C=C2C2CCN(CC2)C(C(C)C)=O)C2=CC=C(C=C2)NC(=O)C=2C(N(C(=C(C2)Br)COC)C2=CC=CC=C2)=O